3-(1,3-dimethyl-1H-indazol-6-yl)-5-(piperidin-4-yl)-1,2,4-oxadiazole, hydrochloride Cl.CN1N=C(C2=CC=C(C=C12)C1=NOC(=N1)C1CCNCC1)C